tert-butyl (2R,5S)-2-[[3,5-bis(trifluoromethyl)phenyl] carbamoyl]-5-[[2-(4-chloro-3-fluoro-phenoxy)acetyl]amino]piperidine-1-carboxylate FC(C=1C=C(C=C(C1)C(F)(F)F)NC(=O)[C@@H]1N(C[C@H](CC1)NC(COC1=CC(=C(C=C1)Cl)F)=O)C(=O)OC(C)(C)C)(F)F